2-(4-isopropylpiperazin-1-yl)ethan-1-amine C(C)(C)N1CCN(CC1)CCN